BrC=1C(=C2C(=NC1)N(C=C2)COCC[Si](C)(C)C)F 5-bromo-4-fluoro-1-((2-(trimethylsilyl)ethoxy)methyl)-1H-pyrrolo[2,3-b]pyridine